CC1=C(C=CC(=C1)C)C1=CC=NO1 5-(2,4-dimethyl-phenyl)-isoxazole